Cl.C1(CCC1)C1CCNCC1 4-cyclobutylpiperidine hydrogen chloride